ClC1=C(C(N(C(N1CC#CC1=CC(=C(C=C1)NC(C1=CC=CC=C1)=O)C)=O)C)=O)NC(CCC1=CC=C(C=C1)C)=O N-(4-(3-(6-chloro-3-methyl-2,4-dioxo-5-(3-(p-tolyl)propanamido)-3,4-dihydropyrimidin-1(2H)-yl)prop-1-yn-1-yl)-2-methylphenyl)benzamide